1-azido-12-(2-(2-(2-(2-azidoethoxy)ethoxy)ethoxy)ethyl)-13-oxo-19-((4-(trifluoromethyl)phenyl)sulfonyl)-3,6,9-trioxa-12-azanonadecan-18-yl (2,5-dioxopyrrolidin-1-yl) carbonate C(OC(CCCCC(N(CCOCCOCCOCCN=[N+]=[N-])CCOCCOCCOCCN=[N+]=[N-])=O)CS(=O)(=O)C1=CC=C(C=C1)C(F)(F)F)(ON1C(CCC1=O)=O)=O